Methyl (3S,6R)-6-methyl-1-(2-(4-(pyrazin-2-yl)phenyl)acetyl)piperidine-3-carboxylate C[C@@H]1CC[C@@H](CN1C(CC1=CC=C(C=C1)C1=NC=CN=C1)=O)C(=O)OC